4-bromo-N-(2-(4-(dimethylamino)phenyl)-2-hydroxyethyl)-1H-pyrrole-2-carboxamide BrC=1C=C(NC1)C(=O)NCC(O)C1=CC=C(C=C1)N(C)C